[C@H]12CN(C[C@H](CC1)N2)C=2C1=C(N=C(N2)OC[C@@]23CCCN3C[C@H](C2)F)C(=C(N=C1)C1=CC=CC2=CC=CC(=C12)C#C)F 4-((1R,5S)-3,8-diazabicyclo[3.2.1]octan-3-yl)-7-(8-ethynylnaphthalen-1-yl)-8-fluoro-2-(((2S,7aR)-2-fluorotetrahydro-1H-pyrrolizin-7a(5H)-yl)methoxy)pyrido[4,3-d]pyrimidine